BrC1=CC(=NC(=C1)F)F 4-bromo-2,6-difluoropyridine